quinazolin-7(6H)-one N1=CN=CC2=CCC(C=C12)=O